3-fluoro-4-(3-methyl-5-phenyl-1H-pyrazol-1-yl)benzonitrile FC=1C=C(C#N)C=CC1N1N=C(C=C1C1=CC=CC=C1)C